CN(C1=NC=C(C=N1)CNC(CN1C(NC(C=2NC=NC12)=O)=S)C)C 3-[2-({[2-(Dimethylamino)pyrimidin-5-yl]methyl}amino)propyl]-2-thioxo-1,2,3,7-tetrahydro-6H-purin-6-one